CC1=CC=2C3=C(NC2C=C1)CCCN3C(=O)OC(C)(C)C tert-butyl 8-methyl-2,3,4,5-tetrahydro-1H-pyrido[3,2-b]indole-1-carboxylate